1-(2-fluorophenyl)-N-{2-methoxy-3-[3-(pyrrolidin-1-yl)propoxy]-6H,7H,8H,9H,10H-cyclohepta[b]quinolin-11-yl}piperidin-4-amine FC1=C(C=CC=C1)N1CCC(CC1)NC1=C2C(=NC3=CC(=C(C=C13)OC)OCCCN1CCCC1)CCCCC2